C1(CCCC1)C(C=1OC(=CN1)C=1C(=NC(=CC1)C)C1=CC=C2C=C(N=NC2=C1)OC)(F)F 2-(Cyclopentyldifluoromethyl)-5-(2-(3-methoxycinnolin-7-yl)-6-methylpyridin-3-yl)oxazol